ClC1=CC=C(C=C1)C(CC(=O)O)CC(=O)NC1=C(C(=NN1)C1=CC=NC=C1)C 3-(4-Chlorophenyl)-5-((4-methyl-3-(pyridin-4-yl)-1H-pyrazol-5-yl)amino)-5-oxopentanoic acid